(2S)-2-(5-bromo-2-fluorophenoxy)propionic acid methyl ester COC([C@H](C)OC1=C(C=CC(=C1)Br)F)=O